ClC=1C=C(C=CC1F)NC(C(=O)N(C)[C@H](C)C1=CNC(C2=CC(=C(C=C12)F)F)=O)=O (R)-N1-(3-Chloro-4-fluorophenyl)-N2-(1-(6,7-difluoro-1-oxo-1,2-dihydroisoquinolin-4-yl)ethyl)-N2-methyloxalamide